C1(=CC=CC=C1)NC1=NC=C(C=N1)C(=O)NN 2-(Phenylamino)pyrimidine-5-carbohydrazide